silicon-strontium-copper oxide [Cu]=O.[Sr].[Si]